C(C)(C)(C)C=1C=C(N(N1)C1=CC(=CC=C1)CN(C)C)NC(=O)NC1=C(C=C(C=C1)OC1=CC=NC=2NC(CCC12)=O)SC 1-[5-tert-butyl-2-[3-(dimethylaminomethyl)phenyl]pyrazol-3-yl]-3-[2-methylsulfanyl-4-[(7-oxo-6,8-dihydro-5H-1,8-naphthyridin-4-yl)oxy]phenyl]urea